FC1=C(C(=O)NC2=CC=CC=C2)C=C(C=C1)N1C=NC=C1 2-fluoro-5-(1H-imidazol-1-yl)-N-phenylbenzamide